FC1C2=CC=CC=C2C=2C=C(C=CC12)C(=O)NCC(=O)OC methyl (9-fluoro-9H-fluorene-3-carbonyl)glycinate